D-4-hydroxy-phenyl-glycine OC1=CC=C(C=C1)NCC(=O)O